CC1(C\C(\CCC1)=C/C=O)C (Z)-(3,3-dimethylcyclohexylidene)-acetaldehyde